FC1=C(C=C(C=C1C1=CC=C2C(=NNC2=C1F)C=1NC=CN1)F)NS(=O)(=O)C1=C(N=C(S1)C)C N-(2,5-difluoro-3-(7-fluoro-3-(1H-imidazol-2-yl)-1H-indazol-6-yl)phenyl)-2,4-dimethylthiazole-5-sulfonamide